spiro[azetidine-3,2'-chroman]-7',8'-dicarboxylic Acid O1C2(CCC3=CC=C(C(=C13)C(=O)O)C(=O)O)CNC2